C(C1=CC=CC=C1)C1=CN=CC2=C1N=CN(C2=O)CC=2N=C1N(C=C(C=C1)C)C2 8-benzyl-3-({6-methylimidazo[1,2-a]pyridin-2-yl}methyl)-3H,4H-pyrido[4,3-d]pyrimidin-4-one